C(CCC)[Sn](C=1SC=C(N1)C)(CCC)CCCC 2-(dibutyl-(propyl)stannanyl)-4-methylthiazole